COC=1C=C(CN2C3=C(C=C4N(C(C=5C=CC=C2C45)=O)C)C=CC=N3)C=CC1 6-(3-methoxybenzyl)-1-methyl-1,6-dihydro-2H-pyrido[3',2':6,7]azepino[4,3,2-cd]isoindol-2-one